(5-(3-((4-(hydroxymethyl)-1H-indol-5-yl)oxy)phenyl)-4H-1,2,4-triazol-3-yl)(2-methylthiazol-5-yl)methanol OCC1=C2C=CNC2=CC=C1OC=1C=C(C=CC1)C=1NC(=NN1)C(O)C1=CN=C(S1)C